FC1=C(C(=C(C=C1)OC)C([2H])([2H])OC1=C(C=C(C=C1)F)OC)F 1,2-difluoro-3-((4-fluoro-2-methoxyphenoxy)methyl-d2)-4-methoxybenzene